C12CC(CC2C1)OC1=C(C=C(C=C1)NC(=O)C=1N=C(OC1CC(F)(F)F)N1CC(C1)(CC)CC)O N-(4-(cis-bicyclo[3.1.0]hexan-3-yloxy)-3-hydroxyphenyl)-2-(3,3-diethylazetidin-1-yl)-5-(2,2,2-trifluoroethyl)oxazole-4-carboxamide